(S)-4-(3-aminoazepan-1-yl)-2-(2,4-difluorophenyl)phthalazin-1(2H)-one N[C@@H]1CN(CCCC1)C1=NN(C(C2=CC=CC=C12)=O)C1=C(C=C(C=C1)F)F